4-(((trans)-3-(4-(piperidin-1-yl)phenyl)cyclobutyl)thio)-1H-1,2,3-triazole-5-carboxylic acid N1(CCCCC1)C1=CC=C(C=C1)[C@@H]1C[C@H](C1)SC=1N=NNC1C(=O)O